2,5,8,11,14,17,20,23,26,29-decamethyl-1,4,7,10,13,16,19,22,25,28,31,34-dodecaoxo-2,5,8,11,14,17,20,23,26,29,32,35-dodecaazanonatriacontane-39-carboxylic acid allyl ester C(C=C)OC(=O)CCCCNC(CNC(CN(C(CN(C(CN(C(CN(C(CN(C(CN(C(CN(C(CN(C(CN(C(CN(C=O)C)=O)C)=O)C)=O)C)=O)C)=O)C)=O)C)=O)C)=O)C)=O)C)=O)=O